aminoethylaminopropyldimethoxyethoxysilane NCCNCCC[SiH2]OCC(OC)OC